FC1=C(C=CC=C1)NC(C=CC=1C(=C(C=CC1)CCN(C(O)=O)C)OC)=O 3-(((2-fluorophenyl)amino)-3-oxo-1-propenyl)-2-methoxyphenylethyl-(methyl)carbamic acid